O=S(C1=CC(=CC(=C1)C(F)(F)F)B1OC(C(O1)(C)C)(C)C)(C1=CC(=CC(=C1)C(F)(F)F)B1OC(C(O1)(C)C)(C)C)=NCC(=O)N[C@@H](CCC(=O)[O-])C(=O)[O-] 2-((oxobis(3-(4,4,5,5-tetramethyl-1,3,2-dioxaborolan-2-yl)-5-(trifluoromethyl)phenyl)-λ6-sulfanylidene)amino)acetyl-L-glutamate